5-(2-chloropyrimidin-4-yl)-3-isopropyl-1-methyl-1H-pyrazolo[3,4-b]pyridine ClC1=NC=CC(=N1)C=1C=C2C(=NC1)N(N=C2C(C)C)C